ClC1=NC2=C(C3=CC=CC=C13)N(C1=CC=C(C=C12)OC)CCCN1CCC(CC1)CO (1-(3-(5-chloro-8-methoxy-11H-indolo[3,2-c]isoquinolin-11-yl)propyl)piperidin-4-yl)methanol